FC1(C(CNCC1)CN(C(C)=O)CC)F N-((4,4-difluoropiperidin-3-yl)methyl)-N-ethylacetamide